C(C)(C)(C)OC(=O)N[C@@H](C(=O)OC)CO Methyl (R)-2-((t-butoxycarbonyl) amino)-3-hydroxypropionate